7-bromo-1,6-dimethyl-2,3-dioxo-2,3-dihydropyrido[2,3-b]pyrazine BrC1=CC2=C(NC(C(N2C)=O)=O)N=C1C